O1CCN(CC1)C=1C=CC(=NC1)C(=O)O 5-morpholinopicolinic acid